((6-(4-(7-cyclopropylquinoxalin-2-yl)-1H-pyrazol-1-yl)hexyl)amino)-2-(2,6-dioxopiperidin-3-yl)isoindoline-1,3-dione C1(CC1)C1=CC=C2N=CC(=NC2=C1)C=1C=NN(C1)CCCCCCNC1=C2C(N(C(C2=CC=C1)=O)C1C(NC(CC1)=O)=O)=O